C1(=CCCCC1)N cyclohexen-1-amine